(R)-3-amino-6-(3-methylimidazo[1,2-a]pyridin-6-yl)-N-((tetrahydrofuran-2-yl)methyl)-5-(2H-1,2,3-triazol-2-yl)pyrazine-2-carboxamide NC=1C(=NC(=C(N1)N1N=CC=N1)C=1C=CC=2N(C1)C(=CN2)C)C(=O)NC[C@@H]2OCCC2